FC1=CC(=CC2=C1N(N=N2)C)OC2=C(C=C(C=C2)NC=2C1=C(N=CN2)C=NC(=N1)SC)C N-(4-((7-fluoro-1-methyl-1H-benzo[d][1,2,3]triazol-5-yl)-oxy)-3-methylphenyl)-6-(meth-ylthio)pyrimido[5,4-d]pyrimidin-4-amine